FC(S(=O)(=O)NCCCOC1=NC=CC(=C1)C(=O)N)(F)F (trifluoromethylsulfonylamino)propoxylpyridine-4-carboxamide